ClC=1C=C(OC2=CC=C(C=N2)CN2C(C(=C(CC2)O)C(=O)NCC(=O)O)=O)C=CC1 N-[(1-{[6-(3-chlorophenoxy)-3-pyridinyl]methyl}-4-hydroxy-2-oxo-1,2,5,6-tetrahydro-3-pyridinyl)carbonyl]glycine